C1(=CC=CC=C1)C=1N(C2=CC=CC=C2C1)CCC(=O)NO 3-(2-phenylindol-1-yl)propanehydroxamic acid